ClC1=C(C=CC(=C1)C(=O)N1[C@H]([C@@H](N(CC1)C1=CC(=CC=C1)Cl)C)C)S(=O)CC(=O)OC1CCOCC1 Tetrahydro-2H-pyran-4-yl 2-((2-chloro-4-(4-(3-chlorophenyl)-trans-2,3-dimethylpiperazine-1-carbonyl)phenyl)sulfinyl)acetate